FC(S(=O)(=O)OC1(CC=NC2=CN=CC=C12)S(=O)(=O)C)(F)F 4-(methylsulfonyl)-1,7-naphthyridin-4-yl trifluoromethanesulfonate